NC1=C(N=CC(=N1)N1CCC2(CC1)[C@@H](C=1C(=NC=CC1)C2)N)SC2=C(C(=NC=C2)N)Cl (S)-1'-(6-amino-5-((2-amino-3-chloropyridin-4-yl)thio)pyrazin-2-yl)-5,7-dihydrospiro[cyclopenta[b]pyridine-6,4'-piperidin]-5-amine